FC=1C=C(C=C(C1[C@H]1N([C@@H](CC2=C1NC1=CC(=CC=C21)O)C)CC(C)(C)F)F)/C=C/C(=O)O (E)-3-(3,5-difluoro-4-((1R,3R)-2-(2-fluoro-2-methylpropyl)-7-hydroxy-3-methyl-2,3,4,9-Tetrahydro-1H-pyrido[3,4-b]Indol-1-yl)phenyl)acrylic acid